NCC1=CC=C(C=C1)NC(=O)C1=CC2=C(OCCC3=C2SC=C3)C=C1C=1C(=NC(=CC1)C(NC1(CCCC1)C)=O)C(=O)O 3-(9-((4-(aminomethyl)phenyl)carbamoyl)-4,5-dihydrobenzo[b]thieno[2,3-d]oxepin-8-yl)-6-((1-methylcyclopentyl)carbamoyl)picolinic acid